tert-butyl 4,4-difluoro-2-(4-(pyridin-4-ylmethyl)-1H-imidazol-2-yl)pyrrolidine-1-carboxylate FC1(CC(N(C1)C(=O)OC(C)(C)C)C=1NC=C(N1)CC1=CC=NC=C1)F